ClC=1C=C(C=C(C1OC=1C=C2CCN(C(C2=CC1)=O)C1=CC=C(C=C1)F)Cl)N1NC=CN=C1 2-(3,5-Dichloro-4-((2-(4-fluorophenyl)-1-oxo-1,2,3,4-tetrahydroisoquinolin-6-yl)oxy)phenyl)-1,2,4-triazine